4-nitro-3-(thiophen-3-yl)butanoic acid [N+](=O)([O-])CC(CC(=O)O)C1=CSC=C1